C(C)(C)(C)OC(=O)N1[C@H](C=2N(C[C@H]1C)N=C(C2)C2=C(C1=C(C(=N2)O)C=CS1)C1=C(C=C(C=C1OCCOC)F)F)C (4s,6r)-2-[7-[2,4-difluoro-6-(2-methoxyethoxy)phenyl]-4-hydroxy-thieno[3,2-c]pyridin-6-yl]-4,6-dimethyl-6,7-dihydro-4H-pyrazolo[1,5-a]pyrazine-5-carboxylic acid tert-butyl ester